C(C)(=O)N1CCC(CC1)(O)C=1C(N(C2=C(C(=NC(=C2C1)N[C@H](C)C1=C(C(=CC=C1)C(F)F)F)C)C#C)C)=O (R)-3-(1-acetyl-4-hydroxypiperidin-4-yl)-5-((1-(3-(difluoromethyl)-2-fluorophenyl)ethyl)amino)-8-ethynyl-1,7-dimethyl-1,6-naphthyridin-2(1H)-one